C(#N)C1=CC=C(C=C1)N1N=C(C=C1)OC1=CC(=C(C=C1C)N=CNC(C)C)C N'-(4-((1-(4-cyanophenyl)-1H-pyrazol-3-yl)oxy)-2,5-dimethylphenyl)-N-isopropylformamidine